CC1=CC=C(C=C1)S(=O)(=O)OC[C@@H]1OC1 (2R)-oxiran-2-ylmethyl 4-methylbenzenesulfonate